FC1=C(C)C(=CC=C1F)OC 2,3-difluoro-6-methoxytoluene